BrCC(COCC1=CC=C(C=C1)F)=O 1-bromo-3-((4-fluorobenzyl)oxy)propan-2-one